Methyl 2-fluoro-4-((2-methylallyl)oxy)benzoate FC1=C(C(=O)OC)C=CC(=C1)OCC(=C)C